COC([C@@H](NC(=O)OC(C)(C)C)CCOC[C@H](CCC1=NC2=NC=CC=C2C=C1)O[Si](C)(C)C(C)(C)C)=O N-(tert-Butoxycarbonyl)-O-((S)-2-((tert-Butyldimethylsilyl)oxy)-4-(1,8-naphthyridin-2-yl)butyl)homoserine methyl ester